C(C)(=O)O[IH]OC(C)=O 3-iodanediyl diacetate